N1N=NN=C1C1=CC=2C(=NOC2C=2C=C(OC3CCN(CC3)CCOC3CCN(CC3)CCOCCCC3=C4C(N(C(C4=CC=C3)=O)C3C(NC(CC3)=O)=O)=O)C=CC2)C=C1 4-(3-(2-(4-(2-(4-(3-(5-(1H-Tetrazol-5-yl)benzo[c]isoxazol-3-yl)phenoxy)piperidin-1-yl)ethoxy)piperidin-1-yl)ethoxy)propyl)-2-(2,6-dioxopiperidin-3-yl)isoindoline-1,3-dione